C(CCCC)N(C(=O)N)C1=CC=CC=C1 N-pentyl-N-phenyl-urea